2-bromo-7-fluoro-5-(3-methoxyphenyl)-6,7-dihydro-5H-pyrrolo[1,2-b][1,2,4]triazole BrC=1N=C2N(N1)C(CC2F)C2=CC(=CC=C2)OC